COC1=C(C(=O)NC2=CC=C3C(=N2)N(C(=N3)C=3C=NC=CC3)C)C=CC=C1 2-methoxy-N-(3-methyl-2-(pyridin-3-yl)-3H-imidazo[4,5-b]pyridin-5-yl)benzamide